[1-[4-[methyl(tetra-hydropyran-4-yl)amino]-5-oxido-6,7-dihydro-thieno[3,2-d]pyrimidin-5-ium-2-yl]azetidin-3-yl] 2-ethylthiazole-4-carboxylate C(C)C=1SC=C(N1)C(=O)OC1CN(C1)C=1N=C(C2=C(N1)CC[S+]2[O-])N(C2CCOCC2)C